COC1=CC=C(C=C1)CCC(C)=O 4-(4-methoxyphenyl)-2-butanone